C(C)(C)C1=CC(=CC(=N1)N1C2=CC=CC=C2C=2C=CC(=CC12)NC1=CC=CC=C1)N1N=CC=C1 9-(6-isopropyl-4-(1H-pyrazol-1-yl)pyridin-2-yl)-N-phenyl-9H-carbazol-2-amine